N-(4-{[6-(5-chloro-2-fluorophenyl)-3-[methyl(4,4,4-trifluoro-3-hydroxybutyl)amino]pyridazin-4-yl]amino}pyridin-2-yl)-2-[(1S,4S)-5-methyl-2,5-diazabicyclo[2.2.1]heptan-2-yl]acetamide ClC=1C=CC(=C(C1)C1=CC(=C(N=N1)N(CCC(C(F)(F)F)O)C)NC1=CC(=NC=C1)NC(CN1[C@@H]2CN([C@H](C1)C2)C)=O)F